CC1=NN(C=C1C1=NC=2C(=NC=CC2C=2C=CC3=C(CCCC[C@H]3NC(=O)C=3SC4=C(C3)CCCC4)C2)N1)C(C)C N-[(5R)-2-{2-[3-methyl-1-(propan-2-yl)-1H-pyrazol-4-yl]-3H-imidazo[4,5-b]pyridin-7-yl}-6,7,8,9-tetrahydro-5H-benzo[7]annulen-5-yl]-4,5,6,7-tetrahydro-1-benzothiophene-2-carboxamide